CN1C(N(C(C2=C1C=CN2[C@H](C(=O)NC=2SC=C(N2)C=2C=NC(=NC2)N2CCCCC2)C)=O)C)=O (S)-2-(1,3-dimethyl-2,4-dioxo-1,2,3,4-tetrahydro-5H-pyrrolo[3,2-D]pyrimidin-5-yl)-N-(4-(2-(piperidin-1-yl)pyrimidin-5-yl)thiazol-2-yl)propanamide